C(C1=CC=CC=C1)NC(CC1=NC=C(C=C1)C1=CC=C(C=C1)OCCN1CCS(CC1)(=O)=O)=O N-benzyl-2-(5-(4-(2-(1,1-dioxidothiomorpholino)ethoxy)phenyl)pyridin-2-yl)acetamide